C(C)(C)(C)OC(C=CC1=CC=C(C=C1)C1=CC=C(C=C1)OCC(=O)OCC)=O 3-(4'-ethoxycarbonylmethoxy-biphenyl-4-yl)-acrylic acid tert-butyl ester